CC(C(=O)OCCC)CC propyl 2-methylbutyrate